4-(5-(4-fluoro-2,6-dimethylphenoxy)-1-(2-hydroxy-2-methylpropyl)-2-oxo-1,2-dihydropyridin-4-yl)-6-methyl-1,6-dihydro-7H-pyrrolo[2,3-c]pyridin-7-one FC1=CC(=C(OC=2C(=CC(N(C2)CC(C)(C)O)=O)C=2C3=C(C(N(C2)C)=O)NC=C3)C(=C1)C)C